NC=1N=C(C2=C(N1)C=NN2CC=2C=C(C=CC2OC)CN[C@H]2COCC[C@@H]2O)N[C@H](CCO)CCC (3S,4S)-3-[({3-[(5-amino-7-{[(3S)-1-hydroxyhexan-3-yl]amino}-1H-pyrazolo[4,3-d]pyrimidin-1-yl)methyl]-4-methoxyphenyl}methyl)-amino]oxan-4-ol